C(C1=CC=CC=C1)OC(=O)N1CCN(CC1)C(=O)C1=NN2C(CN(CCC2)C(=O)OC(C)(C)C)=C1 tert-butyl 2-(4-benzyloxycarbonylpiperazine-1-carbonyl)-4,6,7,8-tetrahydropyrazolo[1,5-a][1,4]diazepine-5-carboxylate